2-(CYCLOPROPYLCARBAMOYL)ACETIC ACID C1(CC1)NC(=O)CC(=O)O